C(C(C)C)NC1=CC(NC=N1)=O 6-(isobutylamino)pyrimidin-4(3H)-one